(2S,6R*)-4-[(tert-butoxy)carbonyl]-6-ethoxy-1,4-oxazocane-2-carboxylic acid C(C)(C)(C)OC(=O)N1C[C@H](OCC[C@H](C1)OCC)C(=O)O |o1:13|